COC=1C=CC2=C(C(OC3=CC(=CC=C23)OS(=O)(=O)C(F)(F)F)=O)C1 triflic acid 8-methoxy-6-oxo-6H-benzo[c]chromen-3-yl ester